tert-butyl 4-[1-[5-[(2-tert-butoxy-2-oxo-ethyl)-[(4-methoxyphenyl)methyl]amino]-2-(2-methoxy-4-pyridyl)oxazole-4-carbonyl]-2-oxo-butyl]piperazine-1-carboxylate C(C)(C)(C)OC(CN(C1=C(N=C(O1)C1=CC(=NC=C1)OC)C(=O)C(C(CC)=O)N1CCN(CC1)C(=O)OC(C)(C)C)CC1=CC=C(C=C1)OC)=O